C(CCC)OCCOCCOCCOCCOCCCC tetraethylene glycol di-n-Butyl ether